9,9-dimethyl-8-oxo-2-[1-(trifluoromethyl)cyclopentane-1-carbonyl]-2-azaspiro[4.5]dec-6-ene-7-carbonitrile CC1(C(C(=CC2(CCN(C2)C(=O)C2(CCCC2)C(F)(F)F)C1)C#N)=O)C